FC1=C(CN2C[C@@H](N(C[C@H]2C)C=2C=3N=CN(C3N3C(N2)=NN=C3)C[C@H]3OCCC3)C)C=CC(=C1)C(F)(F)F 4-((2S,5R)-4-(2-fluoro-4-(trifluoromethyl)benzyl)-2,5-dimethylpiperazin-1-yl)-1-(((S)-tetrahydrofuran-2-yl)methyl)-1H-[1,2,4]triazolo[3,4-b]purine